5-(4,5-difluoro-1H-indole-2-carbonyl)-N-[(2R)-1,1,1-trifluoropropan-2-yl]-4H,5H,6H,7H-[1,2]oxazolo[4,5-c]pyridine-3-carboxamide FC1=C2C=C(NC2=CC=C1F)C(=O)N1CC2=C(CC1)ON=C2C(=O)N[C@@H](C(F)(F)F)C